2-(6-Bromopicolinyl)-N-isopropylhydrazine BrC1=CC=CC(=N1)CNNC(C)C